3-(2-(2-Aminoethoxy)-ethoxy)-propionyl-pseudouridine NCCOCCOCCC(=O)[C@@]1([C@H](O)[C@H](O)[C@@H](CO)O1)C1=CNC(=O)NC1=O